C(#N)C=1C=C(C2=C(C=C(O2)CN2CC3=CC=CN4C3=C(C2=O)C=N4)C1)C(=O)O 5-cyano-2-((3-oxo-3H-pyrazolo[4,5,1-ij][1,6]naphthyridin-4(5H)-yl)methyl)benzofuran-7-carboxylic acid